ClC1=NC=C(C(=N1)C1=NN(C=C1)S(=O)(=O)C1=CC=CC=C1)Cl 2,5-dichloro-4-(1-(benzenesulfonyl)-1H-pyrazol-3-yl)pyrimidine